(E)-3-(2-chloroquinolin-4-yl)acrylic acid ClC1=NC2=CC=CC=C2C(=C1)/C=C/C(=O)O